ClC1=C(C(=CC=C1)C1=CN=NC=C1)C1=CC=C2C(N(C(NC2=C1)=O)C1=CN=CC2=CC=CC=C12)=O 7-(2-chloro-6-(pyridazin-4-yl)phenyl)-3-(isoquinolin-4-yl)quinazolin-2,4(1H,3H)-dione